COC[C@H](C(N[C@@H](CCCC1=CC=CC=C1)B1OC(C(O1)(C)C)(C)C)=O)NC(=O)C1=NC=CN=C1 N-((R)-3-methoxy-1-oxo-1-(((R)-4-phenyl-1-(4,4,5,5-tetramethyl-1,3,2-dioxaborolan-2-yl)butyl)amino)propan-2-yl)pyrazine-2-carboxamide